C1(CCCC1)C(=O)N1C(CN(CC1)CC=1C=2N(C=C(C1C)C1=NC(=NC=C1C(=O)N)C)C=CN2)C (8-((4-(cyclopentanecarbonyl)-3-methylpiperazin-1-yl)methyl)-7-methylimidazo[1,2-a]pyridin-6-yl)-2-methylpyrimidine-5-carboxamide